FC=1N=CN(C1)CCCCN1C=NC(=C1)F 1,4-bis(4-fluoro-1H-imidazol-1-yl)butane